CC1(CN(C1)C(CN1N=CC2=NC=C(C=C21)C2=CC(=CC=C2)C(F)(F)F)=O)C 1-(3,3-Dimethylazetidin-1-yl)-2-[6-[3-(trifluoromethyl)phenyl]pyrazolo[4,3-b]pyridin-1-yl]ethanone